O=C1NC(CC[C@@H]1C1=CC=C(C=C1)N1CCC(CC1)C(=O)O)=O 1-{4-[(3R)-2,6-dioxopiperidin-3-yl]phenyl}piperidine-4-carboxylic acid